Kalium carbonate C([O-])([O-])=O.[K+].[K+]